CN(C)CC1=CC=C(C=C1)S(=O)(=O)NC(CC1=C(C=C(C=C1C(C)C)C1=C(C(=CC=C1)C)C)C(C)C)=O N-{4-[(dimethylamino)methyl]benzene-sulfonyl}-2-[4-(2,3-dimethylphenyl)-2,6-bis(propan-2-yl)phenyl]acetamide